CC1=C(C=C(C(=O)O)C=C1)NC1=NC=CC(=N1)C=1C=NC=CC1 4-methyl-3-[[4-(pyridin-3-yl)pyrimidin-2-yl]amino]benzoic acid